N1C=C(C2=CC=CC=C12)C=1NC=C(N1)C(=O)C1=CC(=C(C(=C1)OC)OC)OC (2-(1H-indol-3-yl)imidazol-4-yl)(3,4,5-trimethoxyphenyl)methanone